[Sm].[Cu].[Sm] samarium copper-samarium